2,2'-biquinolinecarboxylic acid N1=C(C(=CC2=CC=CC=C12)C(=O)O)C1=NC2=CC=CC=C2C=C1